ClC=1C(=C(NC=2C3=C(N=CN2)C=C(C(=N3)N3[C@@H]2CN([C@H](C3)C2)C(C=C)=O)F)C=CC1OCC1CC1)F 1-[(1S,4S)-5-[4-[3-chloro-4-(cyclopropylmethoxy)-2-fluoro-anilino]-7-fluoro-pyrido[3,2-d]pyrimidin-6-yl]-2,5-diazabicyclo[2.2.1]heptan-2-yl]prop-2-en-1-one